(3S,4S)-1-(4-((3S,4S)-3-methoxy-4-(3-tridecylureido)pyrrolidine-1-carboxamido)benzoyl)-N3,N4-bis((1S,2R)-2-phenylcyclopropyl)pyrrolidine-3,4-dicarboxamide CO[C@H]1CN(C[C@@H]1NC(=O)NCCCCCCCCCCCCC)C(=O)NC1=CC=C(C(=O)N2C[C@H]([C@@H](C2)C(=O)N[C@@H]2[C@H](C2)C2=CC=CC=C2)C(=O)N[C@@H]2[C@H](C2)C2=CC=CC=C2)C=C1